Potassium indolebutyrate N1C(=CC2=CC=CC=C12)CCCC(=O)[O-].[K+]